ClC1=CC=C(C=C1)C1=C2C(=C(N=N1)NC[C@H]1OCCC1)C=CN=C2 (S)-4-(4-chlorophenyl)-N-((tetrahydrofuran-2-yl)methyl)pyrido[4,3-d]Pyridazin-1-amine